BrC=1C=CC(=C(C(=O)O)C1)NC1=C(C=NC2=CC=C(C=C12)Cl)S(=O)(=O)N1CCOCC1 5-bromo-2-[(6-chloro-3-morpholinosulfonyl-4-quinolyl)amino]benzoic acid